FC1(CN(CC1)C1=NC(=NC2=NC(=C(N=C12)C)C)N1C[C@@H](OCC1)C=1C=NN(C1)C)F 4-(3,3-difluoro-1-pyrrolidinyl)-6,7-dimethyl-2-((2S)-2-(1-methyl-1H-pyrazol-4-yl)-4-morpholinyl)pteridine